(S)-tert-Butyl 1-(6-bromo-3-methyl-5-oxo-5H-thiazolo[3,2-a]pyrimidin-7-yl)ethylcarbamate BrC1=C(N=C2N(C1=O)C(=CS2)C)[C@H](C)NC(OC(C)(C)C)=O